4-chloro-2,5-dimethyl-N-(3-oxazol-2-ylphenyl)benzenesulfonamide ClC1=CC(=C(C=C1C)S(=O)(=O)NC1=CC(=CC=C1)C=1OC=CN1)C